O=C1NC=CC=C1NC(=O)C=1N(C(=CN1)C1=CC(=CC=C1)OC1=CC=CC=C1)COCC[Si](C)(C)C N-(2-oxo-1H-pyridin-3-yl)-5-(m-phenoxyphenyl)-1-{[2-(trimethylsilanyl)ethoxy]Methyl}-1H-imidazole-2-carboxamide